6-(5-isopropyl-3-(1-(tetrahydro-2H-pyran-4-yl)piperidin-4-yl)-1H-indazol-6-yl)-8-methyl-[1,2,4]triazolo[1,5-a]pyridine ethyl-2-(2-undec-10-enoxyacetyl)pent-4-enoate C(C)OC(C(CC=C)C(COCCCCCCCCCC=C)=O)=O.C(C)(C)C=1C=C2C(=NNC2=CC1C=1C=C(C=2N(C1)N=CN2)C)C2CCN(CC2)C2CCOCC2